(6-(4-fluorophenyl)pyridazin-4-yl)(2-methyl-3,4-dihydroquinolin-1(2H)-yl)methanone FC1=CC=C(C=C1)C1=CC(=CN=N1)C(=O)N1C(CCC2=CC=CC=C12)C